C1(CC1)CN1C=C(C2=NN(C(C(=C21)C=2C=NC(=CC2)C)=O)C=2C=CC1=C(N(C(=N1)C)C)C2)C#N 5-(cyclopropylmethyl)-2-(1,2-dimethyl-1H-benzo[d]imidazol-6-yl)-4-(6-methylpyridin-3-yl)-3-oxo-3,5-dihydro-2H-pyrrolo[3,2-c]pyridazine-7-carbonitrile